C(#N)C1=C(C=CC=C1OC(F)(F)F)NC(=O)[C@H]1N(C[C@@H](C1)F)C(=O)OC(C)(C)C tert-butyl (2S,4R)-2-((2-cyano-3-(trifluoromethoxy) phenyl) carbamoyl)-4-fluoropyrrolidine-1-carboxylate